C1(CC1)N1N=C(C=C1)OC1COC1 1-cyclopropyl-3-(oxetan-3-yloxy)-1H-pyrazol